methyl-1-(3-amino-2-PHENYLNAPHTHALEN-1-yl)-1H-indole-2-carboxylate COC(=O)C=1N(C2=CC=CC=C2C1)C1=C(C(=CC2=CC=CC=C12)N)C1=CC=CC=C1